O1CCN(CC1)N1C=C(C(=CC1=O)OS(=O)(=O)CC1=CC=CC=C1)C(=O)OC methyl 1-morpholino-6-oxo-4-(toluenesulfonyloxy)-1,6-dihydropyridine-3-carboxylate